methyl 4,7-dimethoxy-5,6-dinitrobenzo[b]thiophene-2-carboxylate COC1=C(C(=C(C=2SC(=CC21)C(=O)OC)OC)[N+](=O)[O-])[N+](=O)[O-]